([1,2,4]triazolo[1,5-a]pyridin-6-yl)-4-(3,4-dichlorophenyl)-1,2,3,4-tetrahydroisoquinoline-4-d N=1C=NN2C1C=CC(=C2)C2NCC(C1=CC=CC=C21)([2H])C2=CC(=C(C=C2)Cl)Cl